(2S,4R)-N-[[4-tert-butoxy-2-(trifluoromethyl)phenyl]methyl]-1-[(2S)-2-(4-cyclopropyltriazol-1-yl)-3,3-dimethyl-butanoyl]-4-hydroxy-pyrrolidine-2-carboxamide C(C)(C)(C)OC1=CC(=C(C=C1)CNC(=O)[C@H]1N(C[C@@H](C1)O)C([C@H](C(C)(C)C)N1N=NC(=C1)C1CC1)=O)C(F)(F)F